C(C)(C)(C)NC=1OC(C2=C(N1)C=CC=C2)C2=NN=NN2C2=CC=CC=C2 N-(tert-butyl)-4-(1-phenyl-1H-tetrazol-5-yl)-4H-benzo[d][1,3]oxazin-2-amine